3,5-diazido-2,4,6-trinitroanisole N(=[N+]=[N-])C=1C(=C(C(=C(C1[N+](=O)[O-])N=[N+]=[N-])[N+](=O)[O-])OC)[N+](=O)[O-]